4-[5-(cyclopropylcarbamoyl)-2-methylanilino]-5-methyl-N-propylpyrrolo[2,1-f][1,2,4]triazine-6-carboxamide C1(CC1)NC(=O)C=1C=CC(=C(NC2=NC=NN3C2=C(C(=C3)C(=O)NCCC)C)C1)C